ClC1=NC2=C(C=3C=C(C=CC13)Cl)N(N=N2)C 5,8-dichloro-1-methyl-1H-[1,2,3]triazolo[4,5-c]isoquinoline